(2,4-dichlorophenyl)-5-[4-[(3S)-1-(3-fluoropropyl)pyrrolidin-3-yl]oxyphenyl]-8,9-dihydro-7H-benzo[7]annulene-2-carboxylic acid ClC1=C(C=CC(=C1)Cl)C1=C(C=CC2=C1CCCC=C2C2=CC=C(C=C2)O[C@@H]2CN(CC2)CCCF)C(=O)O